tert-butyl N-[(E)-5-[(2S,4R,5R)-5-(4-amino-5-bromo-pyrrolo[2,3-d]pyrimidin-7-yl)-4-hydroxy-tetrahydrofuran-2-yl]pent-4-enyl]-N-[(3-fluoro-1-bicyclo[1.1.1]pentanyl)methyl]carbamate NC=1C2=C(N=CN1)N(C=C2Br)[C@H]2[C@@H](C[C@H](O2)/C=C/CCCN(C(OC(C)(C)C)=O)CC21CC(C2)(C1)F)O